S1C(=NC2=C1C=CC=C2)NC(=O)C=2C=CC=C1CCN(CC21)C2=CC=C(C(=N2)C(=O)OC(C)(C)C)C2=C(C=C(C=C2)OCCCC2(CCN(CC2)CC(=O)OCC)C)C tert-butyl 6-[8-(1,3-benzothiazol-2-ylcarbamoyl)-3,4-dihydro-1H-isoquinolin-2-yl]-3-[4-[3-[1-(2-ethoxy-2-oxo-ethyl)-4-methyl-4-piperidyl]propoxy]-2-methyl-phenyl]pyridine-2-carboxylate